N1(C(C=CC=C1)=O)CCCNC1=C2C=C(NC2=NC=C1C(F)(F)F)C1=CC=C(C#N)C=C1 4-(4-((3-(pyridin-2-one-1-yl)propyl)amino)-5-(trifluoromethyl)-7-azaindol-2-yl)benzonitrile